FC1=C(C=CC=C1F)C1N(OCC1)C1=CC(=NC=N1)N 6-(3-(2,3-difluorophenyl)isoxazolidin-2-yl)pyrimidin-4-amine